3α-Sulfooxy-5β-cholanic acid N-(carboxymethyl)-amide C(=O)(O)CNC(CC[C@@H](C)[C@H]1CC[C@H]2[C@@H]3CC[C@@H]4C[C@@H](CC[C@]4(C)[C@H]3CC[C@]12C)OS(=O)(=O)O)=O